lithium nickel(III) oxide [Ni+]=O.[Li+]